5-(3-(((1r,4r)-4-(5-chloro-2-methylnicotinamido)cyclohexyl)methyl)-2-oxo-2,3-dihydro-1H-benzo[d]imidazol-1-yl)-N,4-dimethylpicolinamide ClC=1C=NC(=C(C(=O)NC2CCC(CC2)CN2C(N(C3=C2C=CC=C3)C=3C(=CC(=NC3)C(=O)NC)C)=O)C1)C